C(N)(=O)CC[C@@H]([C@@H](C)OCC1=CC=C(C=C1)CCCOCCOCCCC1=CC=CC=2N(C(N(C21)C)=O)C2C(NC(CC2)=O)=O)NC(OC(C)(C)C)=O tert-butyl N-[(3S,4R)-1-carbamoyl-4-([4-[3-(2-[3-[1-(2,6-dioxopiperidin-3-yl)-3-methyl-2-oxo-1,3-benzodiazol-4-yl]propoxy]eth-oxy)propyl]phenyl]meth-oxy)pentan-3-yl]carbamate